1-allyl-3-hydroxy-6-(1-(3-(trifluoromethyl)benzyl)-1H-1,2,3-triazol-4-yl)quinoline-2,4(1H,3H)-dione C(C=C)N1C(C(C(C2=CC(=CC=C12)C=1N=NN(C1)CC1=CC(=CC=C1)C(F)(F)F)=O)O)=O